ethyl 4-benzyloxy-2-chloro-5-[(Z)-2-ethoxyvinyl]-6-methyl-pyridine-3-carboxylate C(C1=CC=CC=C1)OC1=C(C(=NC(=C1\C=C/OCC)C)Cl)C(=O)OCC